tert-butyl (6-((8'-methyl-1',5'-dioxo-1',5'-dihydro-2'H-spiro[cyclohexane-1,3'-imidazo[1,5-a]pyridin]-6'-yl)amino)pyrimidin-4-yl)carbamate CC1=C2N(C(C(=C1)NC1=CC(=NC=N1)NC(OC(C)(C)C)=O)=O)C1(NC2=O)CCCCC1